N-(3-chloro-5-(methylsulfonamido)phenyl)-4-(3-((3-(diethylphosphoryl)-5-fluorobenzyl)oxy)-5-fluoropyridin-2-yl)-5-methylthiophene-2-carboxamide ClC=1C=C(C=C(C1)NS(=O)(=O)C)NC(=O)C=1SC(=C(C1)C1=NC=C(C=C1OCC1=CC(=CC(=C1)F)P(=O)(CC)CC)F)C